O[Al+2].P1(=O)(OC2=C(C(=C(C=C2)C(C)(C)C)CC=2C(=C(C=CC2C(C)(C)C)O1)C(C)(C)C)C(C)(C)C)[O-].C1C=2C(=C(C=CC2C(C)(C)C)OP(=O)(OC2=C(C1=C(C=C2)C(C)(C)C)C(C)(C)C)[O-])C(C)(C)C methylenebis(2,4-di-tert-butylphenyl) phosphate hydroxyl-aluminum salt